2,4,6-trifluorophenylacetonitrile FC1=C(C(=CC(=C1)F)F)CC#N